2-methylbutane-1,4-diyl bis(4-methylbenzenesulfonate) CC1=CC=C(C=C1)S(=O)(=O)OCC(CCOS(=O)(=O)C1=CC=C(C=C1)C)C